CN(C1C[C@H]2CCC[C@@H](C1)N2C(=O)OC)C2=NC(=CC(=N2)NC2=NNC(=C2)C)C2OCCC2 methyl (1R,3s,5S)-3-(methyl(4-((5-methyl-1H-pyrazol-3-yl)amino)-6-(tetrahydrofuran-2-yl)pyrimidin-2-yl)amino)-9-azabicyclo[3.3.1]nonane-9-carboxylate